FC1=CC(=C(C=C1)C=1C=C2C=CC=NC2=C(C1)N)C1=NN=CN1C 6-(4-Fluoro-2-(4-methyl-4H-1,2,4-triazol-3-yl)phenyl)quinolin-8-amine